C1(=CC=CC=C1)C(C1=CC=CC=C1)=NC1=CC(=CC(=N1)C(=O)NC1=CC=CC=C1)NC1=C(C=CC=C1)OC 6-((diphenylmethylene)amino)-4-((2-methoxyphenyl)amino)-N-phenylpyridinamide